O=C1CC(CO1)CC(=O)O tetrahydro-5-oxo-3-furanacetic acid